ClC1=NC(=C2N=CN(C2=N1)C(CCO)CCCCCCCCC)Cl 3-(2,6-Dichloro-9H-purin-9-yl)dodecan-1-ol